(6-aminopyridin-3-yl)borandiol NC1=CC=C(C=N1)B(O)O